pyrrolidineium [NH2+]1CCCC1